O1C=NC=C1CNC(NC1CC2(CC(C2)NC(OC(C)(C)C)=O)C1)=O tert-butyl (6-(3-(oxazol-5-ylmethyl)ureido)spiro[3.3]heptan-2-yl)carbamate